C(C)OC(CCCCCCCCCCCCC\C=C/CCO)OCC (3Z)-18,18-diethoxy-3-octadecen-1-ol